C(CCCC1=C(C=CC(=C1O)C(C)(C)C)C)C1=C(C=CC(=C1O)C(C)(C)C)C butylene-bis-(6-tert-butyl-m-cresol)